(Trans-3-(2H-indazol-2-yl)cyclobutyl)methanol tert-butyl-(S)-3-hydroxypiperidine-1-carboxylate C(C)(C)(C)[C@@H]1N(CCCC1O)C(=O)OC[C@@H]1C[C@H](C1)N1N=C2C=CC=CC2=C1